N-((2-(2,6-dioxopiperidin-3-yl)-1-oxoisoindolin-5-yl)methyl)-3,4-dihydroisoquinoline-2(1H)-carboxamide O=C1NC(CCC1N1C(C2=CC=C(C=C2C1)CNC(=O)N1CC2=CC=CC=C2CC1)=O)=O